1-methylpurine-2,6-dione CN1C(N=C2N=CN=C2C1=O)=O